FC1=CC(=C(C=C1)C(C(=O)[O-])C)OC 2-(4-fluoro-2-methoxyphenyl)propionate